[NH4+].P(=O)(OC(COC1=NC=CC(=N1)C1=CC(=CC=C1)OCCCCCCCCCCC)(C)C)(O)O 2-Methyl-1-({4-[3-(undecyloxy)phenyl]pyrimidin-2-yl}oxy)propan-2-yl dihydrogen phosphate ammonium salt